6-cyclopropyl-2-azaspiro[3.4]octane-2-carboxylic acid tert-butyl ester C(C)(C)(C)OC(=O)N1CC2(C1)CC(CC2)C2CC2